2,4,6-tris(monochloromethyl)s-triazine ClCC1=NC(=NC(=N1)CCl)CCl